Di-tert-butyl (E)-diazene-1,2-dicarboxylate N(=N\C(=O)OC(C)(C)C)/C(=O)OC(C)(C)C